N4-(3-((3aR,4R,9bR)-4-(hydroxymethyl)-1-tosyl-2,3,3a,4,5,9b-hexahydro-1H-pyrrolo[3,2-c]quinolin-8-yl)phenyl)succinimide OC[C@@H]1NC=2C=CC(=CC2[C@H]2[C@@H]1CCN2S(=O)(=O)C2=CC=C(C)C=C2)C=2C=C(C=CC2)N2C(CCC2=O)=O